8-bromo-2,3,4,5-tetrahydro-1H-benzo[c]azepin BrC=1C=CC2=C(CNCCC2)C1